OC1(CCN(CC1)C(CC(C)C1=CC=CC=C1)=O)CN1C=NC=2C(C1=O)=NN(C2C2=CC=C(CNCCCNC(CCCC(=O)N)=O)C=C2)C N5-(3-((4-(6-((4-hydroxy-1-(3-phenylbutanoyl)piperidin-4-yl)methyl)-2-methyl-7-oxo-6,7-dihydro-2H-pyrazolo[4,3-d]pyrimidin-3-yl)benzyl)amino)propyl)glutaramide